4-hydroxy-3-n-propyl-1-isopropylpyrazole OC=1C(=NN(C1)C(C)C)CCC